α,α-dimethylphenethyl acetate C(C)(=O)OC(CC1=CC=CC=C1)(C)C